2-[5-chloro-2-[(R)-hydroxy-[(3aR,4R,6R,6aR)-2,2-dimethyl-4-(4-methylpyrrolo[2,3-d]pyrimidin-7-yl)-3a,4,6,6a-tetrahydrofuro[3,4-d][1,3]dioxol-6-yl]methyl]-3-thienyl]ethanol ClC1=CC(=C(S1)[C@@H]([C@H]1O[C@H]([C@H]2[C@@H]1OC(O2)(C)C)N2C=CC1=C2N=CN=C1C)O)CCO